(E)-N-(4-(2-fluoro-4-(3-(4-fluorophenethyl)ureido)phenoxy)-7-methoxyquinazolin-6-yl)-2-butenamide FC1=C(OC2=NC=NC3=CC(=C(C=C23)NC(\C=C\C)=O)OC)C=CC(=C1)NC(=O)NCCC1=CC=C(C=C1)F